5-Methylbicyclo[2.2.1]hept-2-ene CC1C2C=CC(C1)C2